3-Methyl-5-[2-(4-methylcyclohex-3-en-1-yl)propan-2-yloxy]phenol CC=1C=C(C=C(C1)OC(C)(C)C1CC=C(CC1)C)O